C(C)(C)(C)OC(N[C@@H]1CC[C@H](CC1)N(C(COCC)=O)C1=NC=C(N=C1)C=1C=NN(C1)C)=O (trans-4-(2-ethoxy-N-(5-(1-methyl-1H-pyrazol-4-yl)pyrazin-2-yl)acetamido)cyclohexyl)carbamic acid tert-butyl ester